S-ethyl thiosulfonate (S-ethyl ethanesulfinothioate) C(C)S=S(O)CC.S(=O)(=O)SCC